N1=C(C=CC=C1)OCC(=O)O.CC1=C(C(CC=C1)(C)C)C(C=CC)=O 4-(2,6,6-trimethyl-1,3-cyclohexadienyl)2-buten-4-one 2-pyridyloxylacetate